Cl.NC/C(/CN1N=CN(C1=O)CC1=CC=C(S1)C#CC=1C=C2CCC(NC2=CC1)=O)=C\F 6-[2-[5-[[1-[(E)-2-(aminomethyl)-3-fluoro-allyl]-5-oxo-1,2,4-triazol-4-yl]methyl]-2-thienyl]ethynyl]-3,4-dihydro-1H-quinolin-2-one hydrochloride